1-(4-(((tert-butyldiphenylsilyl)oxy)methyl)phenyl)-3-methyltetra-hydropyrimidin-2(1H)-one [Si](C1=CC=CC=C1)(C1=CC=CC=C1)(C(C)(C)C)OCC1=CC=C(C=C1)N1C(N(CCC1)C)=O